1-(3-hydroxyazetidin-1-yl)-2-(2-Phenyl-1,2,3,4-tetrahydroquinolin-6-yl)ethane-1-one OC1CN(C1)C(CC=1C=C2CCC(NC2=CC1)C1=CC=CC=C1)=O